C(#N)C1=C(C=CC(=C1OC=1C=C2C(N(C=NC2=CC1)C1CCNCC1)=O)F)NS(=O)(=O)N1C[C@@H](CC1)F (3R)-N-[2-cyano-4-fluoro-3-[4-oxo-3-(4-piperidyl)quinazolin-6-yl]oxy-phenyl]-3-fluoro-pyrrolidine-1-sulfonamide